2,3-difluoro-4-(trifluoromethyl)oxetane FC1OC(C1F)C(F)(F)F